2-hydroxy-4-(5,7,8-trihydroxy-4-oxo-4H-chromen-2-yl)phenolate OC1=C(C=CC(=C1)C=1OC2=C(C(=CC(=C2C(C1)=O)O)O)O)[O-]